C(C)OC(\C=C\C=1C=C2CCC(C2=CC1)NC(C1=CC=C(C=C1)N(CC)CC)=O)=O (E)-3-(1-(4-(diethylamino)benzamido)-2,3-dihydro-1H-inden-5-yl)acrylic acid ethyl ester